4-[6-(4-chloro-3-methoxy-phenyl)-3-methyl-4,5-dihydro-3H-pyridazin-2-yl]-7-methyl-pyrrolo[2,3-d]pyrimidine ClC1=C(C=C(C=C1)C=1CCC(N(N1)C=1C2=C(N=CN1)N(C=C2)C)C)OC